ClC(C(C(Cl)(Cl)Cl)Cl)(Cl)Cl 1,1,1,2,3,3,3-heptachloropropane